methyl 3-(2-((tert-butoxycarbonyl)amino)-3-(hexylamino)-3-oxopropyl)-4-oxo-3,4-dihydroquinazoline-6-carboxylate C(C)(C)(C)OC(=O)NC(CN1C=NC2=CC=C(C=C2C1=O)C(=O)OC)C(=O)NCCCCCC